1-(bromomethyl)-2-trifluoromethylbenzene BrCC1=C(C=CC=C1)C(F)(F)F